C(C)(C)N1N=C(C2=C(C=CC=C12)CC1=CC=C(C=C1)C(F)(F)F)C(=O)N[C@@H](C)C1=CC=C(C(=O)OC)C=C1 methyl 4-[(1S)-1-[[1-isopropyl-4-[[4-(trifluoromethyl) phenyl]methyl]indazole-3-carbonyl]amino]ethyl]benzoate